(5-((2-(1,1-difluoroethyl)-1-methyl-1H-benzo[d]imidazol-6-yl)ethynyl)-8-(methylamino)-2,7-naphthyridin-3-yl)cyclopropanecarboxamide FC(C)(F)C1=NC2=C(N1C)C=C(C=C2)C#CC2=C1C=C(N=CC1=C(N=C2)NC)C2(CC2)C(=O)N